2-((4-(2-(4-chloro-2-fluorophenyl)-4-fluoro-2H-chromen-8-yl)piperidin-1-yl)methyl)-3-((1-(fluoromethyl)cyclopropyl)methyl)-3H-imidazo[4,5-b]pyridine-5-carboxylic acid ClC1=CC(=C(C=C1)C1OC2=C(C=CC=C2C(=C1)F)C1CCN(CC1)CC1=NC=2C(=NC(=CC2)C(=O)O)N1CC1(CC1)CF)F